ClC1=C(C=CC(=C1)F)C1=NOC(=C1)NC(CC1=CC=C(C=C1)C(=C(C#N)C#N)OC)=O N-[3-(2-Chloro-4-fluorophenyl)-1,2-oxazol-5-yl]-2-[4-(2,2-dicyano-1-methoxyeth-1-en-1-yl)phenyl]acetamide